2-(1-((1r,4r)-4-(cyanomethyl)cyclohexyl)-1,6-dihydroimidazo[4,5-d]pyrrolo[2,3-b]pyridin-2-yl)-N-(pyrimidin-4-ylmethyl)acetamide C(#N)CC1CCC(CC1)N1C(=NC=2C1=C1C(=NC2)NC=C1)CC(=O)NCC1=NC=NC=C1